methyltetraoxazineundecanediol CC(CCCCCCCCCCC1=NOOOO1)(O)O